8-(1-((2-(Dimethylphosphoryl)phenyl)amino)ethyl)-3,6-dimethyl-2-morpholinoquinazolin-4(3H)-one CP(=O)(C)C1=C(C=CC=C1)NC(C)C=1C=C(C=C2C(N(C(=NC12)N1CCOCC1)C)=O)C